O[C@H]1C[C@@H]2[C@]3(CCCC[C@H]3CC[C@H]2[C@@H]2CC[C@H]([C@@H](CCC(=O)O)C)[C@@]12C)C β,12α-hydroxy-5β-cholanic acid